[NH2+]1CCCCCC1 azepanium